7-(4-chlorophenyl)-1-(cyclopropylmethyl)-3-methyl-5-(2-methyl-2H-indazol-5-yl)-1,5-dihydro-6H-pyrazolo[4,3-c]pyridazin-6-one ClC1=CC=C(C=C1)C1=C2C(=NN(C1=O)C1=CC3=CN(N=C3C=C1)C)C(=NN2CC2CC2)C